FC(C(C(C(C(F)(F)OCCO)(F)F)(F)F)(F)F)CC(F)(F)F ethylene glycol monododecafluoroheptyl ether